3-hydroxy-3-((6-(2-methoxy-4-(trifluoromethyl)phenyl)pyridazin-3-yl)methyl)piperidine-1-carboxylic acid tert-butyl ester C(C)(C)(C)OC(=O)N1CC(CCC1)(CC=1N=NC(=CC1)C1=C(C=C(C=C1)C(F)(F)F)OC)O